(S)-3-(5-(difluoromethyl)-1,3,4-thiadiazol-2-yl)-8-(2-(3-hydroxyazetidine-1-carbonyl)morpholino)-N-(1-methylcyclopropyl)imidazo[1,5-a]pyridine-6-sulfonamide FC(C1=NN=C(S1)C1=NC=C2N1C=C(C=C2N2C[C@H](OCC2)C(=O)N2CC(C2)O)S(=O)(=O)NC2(CC2)C)F